FC=1C=CC(=NC1C)N1C2=C(SCC1)C=CC(=C2)NC(=O)NC2=CNC1=CC=CC=C21 1-(4-(5-fluoro-6-methylpyridin-2-yl)-3,4-dihydro-2H-benzo[b][1,4]thiazin-6-yl)-3-(1H-indol-3-yl)urea